(+/-)-trans-methyl 3-((6-(dibenzo[b,d]furan-4-yl)-2-(5-fluoro-1-tosyl-1H-pyrrolo[2,3-b]pyridin-3-yl)pyrimidin-4-yl)amino)bicyclo[2.2.2]octane-2-carboxylate C1=CC=C(C=2OC3=C(C21)C=CC=C3)C3=CC(=NC(=N3)C3=CN(C2=NC=C(C=C23)F)S(=O)(=O)C2=CC=C(C)C=C2)NC2C(C3CCC2CC3)C(=O)OC